4,4'-methylenebis(N-isopropyl-2,6-dimethylaniline) C(C1=CC(=C(NC(C)C)C(=C1)C)C)C1=CC(=C(NC(C)C)C(=C1)C)C